FC1=C(C=CC=C1)Cl FluorochloroBenzene